[Cl-].FC1=C(C=CC(=C1F)OC)C1=CN=C2N1C=CN=C2NC2=CC(=C(C(=O)NC1CCC(CC1)NC(C[N+](C)(C)C)=O)C=C2)C 2-(((1s,4s)-4-(4-((3-(2,3-difluoro-4-methoxyphenyl)imidazo[1,2-a]pyrazin-8-yl)amino)-2-methylbenzamido)cyclohexyl)amino)-N,N,N-trimethyl-2-oxoethan-1-aminium chloride